2-methyl-9-acryloyloxy-10-methoxycarbonyloxy-1,4-dihydro-1,4-methanoanthracene CC=1C2C3=C(C4=CC=CC=C4C(=C3C(C1)C2)OC(=O)OC)OC(C=C)=O